2-[4-[[[5-fluoro-6-[methyl-[(5-methyl-2-propyl-pyrazol-3-yl)methyl]amino]pyrimidin-4-yl]amino]methyl]phenyl]acetamide FC=1C(=NC=NC1N(CC=1N(N=C(C1)C)CCC)C)NCC1=CC=C(C=C1)CC(=O)N